C(N)(=O)C=1C(=NC=C(N1)CC)NC=1C=C(OCCCNC([C@H](C)N(C(OC(C)(C)C)=O)C)=O)C=CC1 tert-butyl (S)-(1-((3-(3-((3-carbamoyl-5-ethylpyrazin-2-yl)amino) phenoxy)propyl)amino)-1-oxopropan-2-yl)(methyl)carbamate